7-isobutoxy-4-(o-tolyl)isoquinolin-1(2H)-one C(C(C)C)OC1=CC=C2C(=CNC(C2=C1)=O)C1=C(C=CC=C1)C